4-[2-(5-bromo-2-methoxy-4-nitrophenoxy)propan-2-yl]-3-methylpyridine BrC=1C(=CC(=C(OC(C)(C)C2=C(C=NC=C2)C)C1)OC)[N+](=O)[O-]